benzo[c][2,6]naphthyridine-8-carboxylate C1=C2C3=C(N=CC2=CC=N1)C=C(C=C3)C(=O)[O-]